N-methyl-carbamic acid ethyl ester C(C)OC(NC)=O